tertbutyl-2-benzothiazolsulfenamide C(C)(C)(C)C1=CC=CC2=C1N=C(S2)SN